O1CCC(CC1)SCC1=CC=C(C=C1)B(O)O (4-[(OXAN-4-YLSULFANYL)METHYL]PHENYL)BORANEDIOL